C12C3CC(CC31)C2 tricyclo-[2.2.1.02,6]heptane